CC1=C(C(=O)P(C2=CC=CC=C2)(C2=CC=CC=C2)=O)C(=CC(=C1)C)C D-2,4,6-trimethylbenzoyl-diphenylphosphine oxide